4-(4-(6-acryloyl-2,6-diazaspiro[3.4]octan-2-yl)-7H-pyrrolo[2,3-d]pyrimidin-5-yl)-N-(pyridin-2-yl)benzamide C(C=C)(=O)N1CC2(CN(C2)C=2C3=C(N=CN2)NC=C3C3=CC=C(C(=O)NC2=NC=CC=C2)C=C3)CC1